4-acetylisoquinolin-3(2H)-one C(C)(=O)C=1C(NC=C2C=CC=CC12)=O